C1(=C(C=CC=C1)OC1=CC=C(C=O)C=C1)OC1=CC=C(C=O)C=C1 4,4'-(1,2-phenylenebis(oxy))bis(benzaldehyde)